OCC1=C(C=C(C2=C1CCO2)C2=CC=C(C=C2)C(C)C)NC=C(C(=O)O)C ((4-(hydroxymethyl)-7-(4-isopropylphenyl)-2,3-dihydrobenzofuran-5-yl)amino)methacrylic acid